C1(CC1)NC(=O)C=1C=CC(=C(C1)C=1C=NN(C1)C1=CN=C2N1C=CC(=C2)C(=O)N)C 3-{4-[5-(cyclopropylcarbamoyl)-2-methylphenyl]-1H-pyrazol-1-yl}imidazo[1,2-a]pyridine-7-carboxamide